1-(4-methoxybenzene-1-sulfonyl)-N-[(1-methyl-1H-pyrazol-3-yl)methyl]-1H-pyrazole-3-carboxamide COC1=CC=C(C=C1)S(=O)(=O)N1N=C(C=C1)C(=O)NCC1=NN(C=C1)C